FCCOC=1C=C(C=2N(C1)N=C1C2C=NN1)C=1C=NC(=CC1)F 6-(2-Fluoroethoxy)-4-(6-fluoropyridin-3-yl)-1H-pyrazolo[3',4':3,4]pyrazolo[1,5-a]pyridine